C(C=C)(=O)O.C(C=C)(=O)O.C(CSSCCO)O dithiodiethanol diacrylate